[W]=O.[Cd] Cadmium tungsten oxide